FC(OC1=C(C=O)C=CC(=C1)C1=NN(C=C1)C1=CC=C(C=C1)OC)F 2-(difluoromethoxy)-4-[1-(4-methoxyphenyl)-1H-pyrazol-3-yl]benzaldehyde